methane-d-amine C(N)[2H]